N-(1-(1-((S)-2-aminopropionyl)piperidin-4-yl)ethyl)-2-oxo-2,3-dihydrobenzo[d]oxazole-6-carboxamide hydrochloride Cl.N[C@H](C(=O)N1CCC(CC1)C(C)NC(=O)C1=CC2=C(NC(O2)=O)C=C1)C